(6-(4-((4-(1H-pyrazol-4-yl)phenyl)amino)-5-fluoropyrimidin-2-yl)-1-methyl-4,5,6,7-tetrahydro-1H-pyrrolo[2,3-c]pyridin-2-yl)(3,3-difluoroazetidin-1-yl)methanone N1N=CC(=C1)C1=CC=C(C=C1)NC1=NC(=NC=C1F)N1CC2=C(CC1)C=C(N2C)C(=O)N2CC(C2)(F)F